N,N'-bis(3-methylsalicylidene)-1,2-cyclohexanediamine CC1=C(C(C=NC2C(CCCC2)N=CC=2C(O)=C(C=CC2)C)=CC=C1)O